pentachlorobenzyl chloride ClC1=C(C(=C(C(=C1CCl)Cl)Cl)Cl)Cl